Dicyclopentadienyl-dimethyl-hafnium C1(C=CC=C1)[Hf](C)(C)C1C=CC=C1